C(C)OC(=O)C1C2C=CC(C1)C2 5-ethyloxycarbonyl-2-norbornene